CC1=C(N)C(=CC(=C1)CC)C 2,6-dimethyl-4-ethylaniline